C(C)(C)(C)OC(=O)N[C@@H]1CN(CC[C@H]1F)C1=NC2=C(N1CC(=O)O)C=C(C(=C2)F)F 2-(2-((3r,4r)-3-((tert-butoxycarbonyl)amino)-4-fluoropiperidin-1-yl)-5,6-difluoro-1H-benzo[d]imidazol-1-yl)acetic acid